The molecule is an amino pentasaccharide epitope consisting of three 3-deoxy-D-manno-oct-2-ulose residues and two N-acetylglucosamine residues (one at the reducing end) in a linear sequence, with one phosphate group attached. It has a role as an epitope. It is an amino pentasaccharide, an oligosaccharide phosphate and a glucosamine oligosaccharide. CC(=O)N[C@@H]1[C@H]([C@@H]([C@H](O[C@@H]1O)CO[C@H]2[C@@H]([C@H]([C@@H]([C@H](O2)CO[C@@]3(C[C@H]([C@H]([C@H](O3)[C@@H](CO)O)O)O[C@@]4(C[C@H]([C@H]([C@H](O4)[C@@H](CO)O)O)O[C@@]5(C[C@H]([C@H]([C@H](O5)[C@@H](CO)O)O)O)C(=O)O)C(=O)O)C(=O)O)OP(=O)(O)O)O)NC(=O)C)O)O